C(C)OC(=O)OCOP(=O)(OCOC(=O)OCC)[O-].C(C)[NH+](CC)CC triethylammonium bis(ethoxycarbonyloxymethyl)phosphate